N-(6-amino-5-ethyl-3-pyridyl)-2-[(2R,5S)-5-methyl-2-[6-(4-methylpiperazin-1-yl)-3-pyridyl]-1-piperidyl]-2-oxo-acetamide NC1=C(C=C(C=N1)NC(C(=O)N1[C@H](CC[C@@H](C1)C)C=1C=NC(=CC1)N1CCN(CC1)C)=O)CC